C1(CC1)C1=C(C(=NO1)C1=C(C=CC=C1Cl)Cl)COC1C[C@H]2CC[C@@H](C1)N2C2=NOC(=N2)C2=CC(=C(C(=O)O)C=C2)F 4-(3-((1r,3r,5s)-3-((5-cyclopropyl-3-(2,6-dichlorophenyl)isoxazol-4-yl)methoxy)-8-azabicyclo[3.2.1]octan-8-yl)-1,2,4-oxadiazol-5-yl)-2-fluorobenzoic acid